C1C(CC2=CC=CC=C12)NC1=NC=C(C=N1)C1=NOC2(C1)CN(CC2)C(=O)[C@@H]2CC1=C(NN=N1)CC2 (3-(2-((2,3-dihydro-1H-inden-2-yl)amino)pyrimidin-5-yl)-1-oxa-2,7-diazaspiro[4.4]non-2-en-7-yl)((S)-4,5,6,7-tetrahydro-1H-benzo[d][1,2,3]triazol-5-yl)methanone